C(C1=CC=CC=C1)N([C@@H](CCC(=O)O)C(=O)O)C(=O)OCC1=CC=CC=C1 Benzyl-N-Cbz-L-glutamic acid